2-chloro-5-nitropyrimidin ClC1=NC=C(C=N1)[N+](=O)[O-]